Ortho-aminobenzonitrile NC1=C(C#N)C=CC=C1